C(C)(C)(C)C=1C=CC=2N(C=3C=CC=C4N(C=5C=CC(=CC5B(C34)C2C1)C(C)(C)C)C1=CC=C(C=C1)C(C)(C)C)C1=CC=C(C=C1)C(C)(C)C 2,12-di-tert-butyl-5,9-bis(4-(tert-butyl)phenyl)-5,9-dihydro-5,9-diaza-13b-bora-naphtho[3,2,1-de]anthracene